ClC=1C=C2C=C(NC2=CC1C1=NC=C(N=C1)OC)CNC(NCC(F)F)=O 3-{[5-chloro-6-(5-methoxy-2-pyrazinyl)-2-indolyl]methyl}-1-(2,2-difluoroethyl)urea